4-methyl-4'-carboxyl-2,2'-bipyridine CC1=CC(=NC=C1)C1=NC=CC(=C1)C(=O)O